3-(1-methyl-1,2,3,4-tetrazol-5-yl)aniline CN1N=NN=C1C=1C=C(N)C=CC1